NCCOCCOCCOCCOCCOCCOCCOCCOCCNC(CCCC[C@@H]1SC[C@@H]2NC(N[C@@H]21)=O)=O |r| N-[2-[2-[2-[2-[2-[2-[2-[2-(2-aminoethoxy)ethoxy]ethoxy]ethoxy]ethoxy]ethoxy]ethoxy]ethoxy]ethyl]-5-[rac-(3aS,4S,6aR)-2-oxo-1,3,3a,4,6,6a-hexahydrothieno[3,4-d]imidazol-4-yl]pentanamide